4-p-citraconimidophenyl-benzene C1(C(C)=CC(N1C1=CC=C(C=C1)C1=CC=CC=C1)=O)=O